tert-butyl N-(4-hydroxy-3-methylsulfanyl-phenyl)carbamate OC1=C(C=C(C=C1)NC(OC(C)(C)C)=O)SC